NC1=CC=C(C(=C1/C=C/C(=O)OC)F)Cl (E)-Methyl 3-(6-amino-3-chloro-2-fluorophenyl)acrylate